FC(CN1N=CC=2C1=NC(=CN2)N2C[C@H]1CN(CC[C@H]1C2)C=2C=CC(=NC2)C(F)(F)F)F |r| rac-5-[(3aR,7aR)-2-[1-(2,2-difluoroethyl)-1H-pyrazolo[3,4-b]pyrazin-6-yl]-octahydro-1H-pyrrolo[3,4-c]pyridin-5-yl]-2-(trifluoromethyl)pyridine